5,6-difluoro-N-isopropyl-8-(4-(trifluoromethyl)phenoxy)quinoline-3-carboxamide FC1=C2C=C(C=NC2=C(C=C1F)OC1=CC=C(C=C1)C(F)(F)F)C(=O)NC(C)C